Br.C(C)(=O)O.C(C)(=O)O.C(C)(=O)O triacetate hydrobromide salt